2-methyl-5-(2-((1-(methylsulfonyl)piperidin-4-yl)amino)-5-(trifluoromethyl)pyrimidin-4-yl)thiophene-3-carbonitrile CC=1SC(=CC1C#N)C1=NC(=NC=C1C(F)(F)F)NC1CCN(CC1)S(=O)(=O)C